4-chloro-2-(1-methyl-1H-pyrazol-4-yl)quinoline ClC1=CC(=NC2=CC=CC=C12)C=1C=NN(C1)C